tert-butyl 1-(4-bromophenyl)-4-((2-chloroacetamido)methyl)-3-hydroxy-1,4,6,7-tetrahydro-5H-pyrazolo[4,3-c]pyridine-5-carboxylate BrC1=CC=C(C=C1)N1N=C(C=2C(N(CCC21)C(=O)OC(C)(C)C)CNC(CCl)=O)O